N-hydroxyethyl-m-toluidine Racemic-tert-Butyl-2-(1-(4-((2,6-dioxopiperidin-3-yl)amino)-2,6-difluorophenyl)-4-hydroxypiperidin-4-yl)acetate C(C)(C)(C)OC(CC1(CCN(CC1)C1=C(C=C(C=C1F)N[C@H]1C(NC(CC1)=O)=O)F)O)=O.OCCNC1=CC(=CC=C1)C |r|